C(CCC)OC(=O)N1CC(CC1)CCN(CCCCCCCCCCCCCC)CCCCCC(=O)OCCCCCCC.C(C1=CC=CC=C1)OCC(COC1=NN(C=C1)C(C)=O)Cl 1-(3-(3-(benzyloxy)-2-chloropropoxy)-1H-pyrazol-1-yl)ethanone Butyl-3-(2-((6-(heptyloxy)-6-oxohexyl)(tetradecyl)amino)ethyl)pyrrolidine-1-carboxylate